C1OC2=CC=C(C=CC(=O)Cl)C=C2O1 4-methylenedioxycinnamoyl chloride